C(CCCC)(=O)NC=1C=2N=CN([C@H]3[C@H](O)[C@H](O)[C@@H](CO)O3)C2N=CN1 N6-valeryladenosine